6-(4-(4-carbamoyl-1H-benzo[d]imidazol-2-yl)phenyl)-N-((4,6-dimethyl-2-oxo-1,2-dihydropyridin-3-yl)methyl)-1-isopropyl-1H-indazole-4-carboxamide C(N)(=O)C1=CC=CC=2NC(=NC21)C2=CC=C(C=C2)C=2C=C(C=1C=NN(C1C2)C(C)C)C(=O)NCC=2C(NC(=CC2C)C)=O